NC=1C=2N(C=CN1)C(=NC2C2=CC=C(C(=O)NC1=NC=CC(=C1)C)C=C2)[C@H]2N(CCC2)C(=O)C2=NC(=NC=C2)Cl (S)-4-(8-amino-3-(1-(2-chloropyrimidine-4-carbonyl)pyrrolidin-2-yl)imidazo[1,5-a]pyrazin-1-yl)-N-(4-methylpyridin-2-yl)benzamide